C1(CC1)[C@H](C1=CC2=C(NC(=N2)[C@@H](NC(=O)C2=NON=C2C)[C@H]2CC(CCC2)(F)F)C=C1)NC(C[C@H](C(F)(F)F)C)=O |o1:34| N-((S)-(5-((R)-Cyclopropyl((R*)-4,4,4-trifluoro-3-methylbutanamido)methyl)-1H-benzo[d]imidazol-2-yl)((R)-3,3-difluorocyclohexyl)methyl)-4-methyl-1,2,5-oxadiazole-3-carboxamide